N[C@@H](C(=O)N1[C@@H](C[C@H](C1)O)C(=O)N[C@@H](C)C1=CC=C(C=C1)C1=C(N=CS1)C)C(C)(C)C (2S,4R)-1-[(2R)-2-amino-3,3-dimethyl-butyryl]-4-hydroxy-N-[(1S)-1-[4-(4-methylthiazol-5-yl)phenyl]ethyl]pyrrolidine-2-carboxamide